C1(CCCCC1)C1CCCCC1 bicyclohexane